1',5'-dimethyl-8'-[[(1R)-1-[3-(1,1-difluoro-2-hydroxy-2-methyl-propyl)phenyl]ethyl]amino]spiro[cyclopentane-1,3'-pyrrolo[2,3-g]phthalazine]-2'-one CN1C(C2(C=3C1=CC=1C(=NN=C(C1C3)C)N[C@H](C)C3=CC(=CC=C3)C(C(C)(C)O)(F)F)CCCC2)=O